CC1=NN2C(C=NC(=C2)C=2C=CC(=C(C2)O)C2=CN=C(N=N2)N2C[C@@H](NCC2)C(C)C)=N1 5-(2-methyl-[1,2,4]triazolo[1,5-a]pyrazin-6-yl)-2-{3-[(3S)-3-(propan-2-yl)piperazin-1-yl]-1,2,4-triazin-6-yl}phenol